N1CC(C1)N1CCC(CC1)N1CCC(CC1)N1CC(C1)N1CCC(CC1)N1N=C(C=2C1=NC=NC2N)C2=CC=C(C=C2)OC2=CC=CC=C2 1-[1-[1-[1-[1-(azetidin-3-yl)-4-piperidyl]-4-piperidyl]azetidin-3-yl]-4-piperidyl]-3-(4-phenoxyphenyl)pyrazolo[3,4-d]pyrimidin-4-amine